[(1s)-1-[2-(3-cyano-5-methyl-pyrazol-1-yl)-6-[5-[(6-methylpyridazin-3-yl)amino]benzimidazol-1-yl]-3-pyridyl]ethyl] isopropyl carbonate C(O[C@@H](C)C=1C(=NC(=CC1)N1C=NC2=C1C=CC(=C2)NC=2N=NC(=CC2)C)N2N=C(C=C2C)C#N)(OC(C)C)=O